NC=1C=C(C=C(C1)Cl)NS(=O)(=O)CC N-(3-amino-5-chlorophenyl)ethanesulfonamide